4-bromo-1-methyl-1H-pyrazole BrC=1C=NN(C1)C